C1(CC1)NC(C1=C(C=C(C=C1OC)C1=CN=C2N1C=C(C(=C2)C2CCOCC2)F)OC(F)F)=O N-cyclopropyl-2-(difluoromethoxy)-4-(6-fluoro-7-tetrahydropyran-4-yl-imidazo[1,2-a]pyridin-3-yl)-6-methoxy-benzamide